3-(5-bromo-3-methyl-2-oxo-2,3-dihydro-1H-benzimidazol-1-yl)piperidine BrC1=CC2=C(N(C(N2C)=O)C2CNCCC2)C=C1